(R)-2-amino-2-(1-(2-(4-chloro-2'-hydroxy-[1,1'-biphenyl]-2-yl)ethyl)piperidin-4-yl)-1-(4-(2-ethoxy-6-fluorobenzyl)piperazin-1-yl)ethan-1-one N[C@@H](C(=O)N1CCN(CC1)CC1=C(C=CC=C1F)OCC)C1CCN(CC1)CCC1=C(C=CC(=C1)Cl)C1=C(C=CC=C1)O